C(C1=CC=CC=C1)NC(CCC1=NC=2C(=NC=CC2)N1CC=1SC=CC1)=O N-Benzyl-3-(3-thiophen-2-ylmethyl-3H-imidazo[4,5-b]pyridin-2-yl)-propionamide